FC(C=1N=NC=CC1C1CCN(CC1)C(=O)OC(C)(C)C)(F)F tert-Butyl 4-(3-(trifluoromethyl)pyridazin-4-yl)piperidine-1-carboxylate